(bromomethyl)-1,4-dimethoxy-benzene BrCC1=C(C=CC(=C1)OC)OC